NC1=C(C(=NC=N1)OC1=CC(=C(C=C1)NC(=O)NC1=CC(=NN1C1=CC=C(C=C1)OC)C1CCC1)F)C#N 1-(4-((6-amino-5-cyanopyrimidin-4-yl)oxy)-2-fluorophenyl)-3-(3-cyclobutyl-1-(4-methoxyphenyl)-1H-pyrazol-5-yl)urea